O[C@H]1[C@@H](O[C@@H]([C@H]1O)CO)C=1C(CC(N(C1)CC=C(C)C)=O)=O 5-((2S,3R,4S,5R)-3,4-dihydroxy-5-(hydroxymethyl)tetrahydrofuran-2-yl)-1-(3-methylbut-2-ene-1-yl)pyridine-2,4(1H,3H)-dione